boronic acid, trifluoroborate salt B(F)(F)F.B(O)O